(R)-N-(2-(4-(4-(1H-Imidazol-1-yl)butoxy)phenyl)-2-hydroxyethyl)-N-methylacetamide N1(C=NC=C1)CCCCOC1=CC=C(C=C1)[C@H](CN(C(C)=O)C)O